BrC1=CC=C2C=C(NC2=C1)C(=O)NC1=NC(=C(C(=C1C)C)O)C 6-Bromo-N-(5-hydroxy-3,4,6-trimethylpyridin-2-yl)-1H-indol-2-carboxamid